tert-butyl 2-(2-isopropylphenyl)-4-methylpiperazine-1-carboxylate C(C)(C)C1=C(C=CC=C1)C1N(CCN(C1)C)C(=O)OC(C)(C)C